1-[(3S)-1-cyclopropanecarbonyl-pyrrolidin-3-yl]methylamine C1(CC1)C(=O)N1C[C@@H](CC1)CN